2-[(5-Chloro-1H-pyrrolo[3,2-b]pyridin-3-yl)amino]-N,N-dimethyl-1H-benzo[d]imidazole-4-carboxamide ClC1=CC=C2C(=N1)C(=CN2)NC2=NC1=C(N2)C=CC=C1C(=O)N(C)C